(4S,5R)-1-{4-[(8-{3-[(ethanesulfonyl)meth-yl]azetidin-1-yl}-5-(propan-2-yl)isoquinolin-3-yl)amino]pyrimidin-2-yl}-5-fluoro-3,3-dimethylpiperidin-4-ol C(C)S(=O)(=O)CC1CN(C1)C=1C=CC(=C2C=C(N=CC12)NC1=NC(=NC=C1)N1CC([C@@H]([C@@H](C1)F)O)(C)C)C(C)C